2-bromo-4-(difluoromethoxy)benzonitrile BrC1=C(C#N)C=CC(=C1)OC(F)F